3-(6-(3-methyl-2-oxoimidazolin-1-yl)-2-azabicyclo[2.2.1]heptan-2-yl)-5-((1,2,3,4-tetrahydroisoquinolin-6-yl)amino)-1,2,4-triazin-6-carboxamide CN1C(N(CC1)C1CC2CN(C1C2)C=2N=NC(=C(N2)NC=2C=C1CCNCC1=CC2)C(=O)N)=O